12-chloro-18,20-difluoro-13-hydroxy-15,15-dioxo-4,8-dioxa-15λ6-thia-5,16-diazatetracyclo[15.3.1.110,14.02,6]docosa-1(21),2,5,10,12,14(22),17,19-octaen-9-one ClC=1C=C2C(OCC3=NOC=C3C=3C(=CC(=C(NS(C(C1O)=C2)(=O)=O)C3)F)F)=O